5-bromo-4-isopropylthiazole BrC1=C(N=CS1)C(C)C